BrC=1C=CC=2N(C1)C=C(N2)C(=O)NN 6-Bromoimidazo[1,2-a]pyridine-2-carbohydrazide